O1C(=CC2=C1C=CC=C2)C=2N=C(SC2)NC2=CC=CC=C2 4-(benzofuran-2-yl)-N-phenylthiazol-2-amine